ClC=1C(=C(C=O)C(=C(C1OC)C\C=C(\C=C\[C@@]1([C@H](C(CC[C@H]1C)(C)O)C)C)/C)O)C 3-chloro-6-hydroxy-5-((2E,4E)-5-((1R,2R,6R)-3-hydroxy-1,2,3,6-tetramethylcyclohexyl)-3-methylpenta-2,4-dien-1-yl)-4-methoxy-2-methylbenzaldehyde